4-chloro-3-ethynylbenzoic acid ClC1=C(C=C(C(=O)O)C=C1)C#C